5-(3-(((2,5-bis(trifluoromethyl)pyrazolo[1,5-a]pyrimidin-7-yl)amino)methyl)-3-(4-fluorophenyl)azetidin-1-yl)pyrazine-2-carbonitrile FC(C1=NN2C(N=C(C=C2NCC2(CN(C2)C=2N=CC(=NC2)C#N)C2=CC=C(C=C2)F)C(F)(F)F)=C1)(F)F